C(C\C=C/CC)OC(CC(C)C)=O 3-methylbutanoic acid (Z)-3-hexenyl ester